O=C(CCCCCCCNC(OC(C)(C)C)=O)NC=1C=NC(=CC1)C1=NNC(=NN1)C1=NC=CC=C1 tert-butyl (8-oxo-8-((6-(6-(pyridin-2-yl)-1,4-dihydro-1,2,4,5-tetrazin-3-yl)pyridin-3-yl)amino)octyl)carbamate